O1N=C(N=C1)CNC(=O)C1=C(N(C2=NC(=C(C=C21)C)C)C2=C(C(=CC=C2C)O)C)N (S)-N-((1,2,4-oxadiazol-3-yl)methyl)-2-amino-1-(3-hydroxy-2,6-dimethylphenyl)-5,6-dimethyl-1H-pyrrolo[2,3-b]pyridine-3-carboxamide